FC([C@](C)(O)C1=CC=C(C=C1)N1CC=2C(=NC=CC2C1=O)C1=C(C=CC=C1)OCC(F)(F)F)F |o1:2| (R or S)-2-[4-(1,1-difluoro-2-hydroxypropan-2-yl)phenyl]-4-[2-(2,2,2-trifluoroethoxy)phenyl]-2,3-dihydro-1H-pyrrolo[3,4-c]pyridin-1-one